2-[4-[3-(2,6-dioxo-3-piperidyl)-1-methyl-indazol-7-yl]-1-piperidyl]acetic acid O=C1NC(CCC1C1=NN(C2=C(C=CC=C12)C1CCN(CC1)CC(=O)O)C)=O